F\C=C\1/[C@@H](O[C@@H]([C@H]1O)CO)N1C(=O)N=C(N)C=C1 2'-deoxy-2'(Z)-fluoromethylenecytidine